(2S)-2-[(2S)-2-acetamido-3-(1-methyl-1H-imidazol-4-yl)propionylamino]-5,5-dimethylhexanoic acid C(C)(=O)N[C@H](C(=O)N[C@H](C(=O)O)CCC(C)(C)C)CC=1N=CN(C1)C